C1(=CC=CC=C1)C(C([Se]C1=CC=CC=C1)[Se]C1=CC=CC=C1)=O 1-Phenyl-2,2-bis(phenylselanyl)ethan-1-one